4-(acetoxymethyl)phenylboronic acid pinacol ester C(C)(=O)OCC1=CC=C(C=C1)B1OC(C)(C)C(C)(C)O1